ONC(\C=C\C1=CC=C(C=C1)CN1CC=2NC3=CC=CC=C3C2CC1)=O (E)-N-hydroxy-3-(4-((1,3,4,9-tetrahydro-2H-pyrido[3,4-b]indol-2-yl)methyl)-phenyl)acrylamide